FC=1C=CC(=NC1)[C@@H]1[C@H](O[C@]([C@H]1C)(C(F)(F)F)C)C(=O)O |r| rac-(2S,3R,4S,5R)-3-(5-fluoropyridin-2-yl)-4,5-dimethyl-5-(trifluoromethyl)tetrahydrofuran-2-carboxylic acid